4-(t-butyl)benzenethiol C(C)(C)(C)C1=CC=C(C=C1)S